6-Bromo-2-methyl-8-(methylthio)imidazo[1,2-a]pyrazine BrC=1N=C(C=2N(C1)C=C(N2)C)SC